C(#N)C(C)(C)C1=CC(=NC=C1)C(=O)NC1=CC(=CC(=C1)C=1C=NC2=CC(=NC=C2C1)NC)F 4-(2-cyanopropan-2-yl)-N-(3-fluoro-5-(7-(methylamino)-1,6-naphthyridin-3-yl)phenyl)picolinamide